O1CC(C1)OC1=CC=C(C=C1)C(C)NC=1C2=C(N=CN1)SC=C2 N-[1-[4-(oxetan-3-yloxy)phenyl]ethyl]thieno[2,3-d]pyrimidin-4-amine